2,5-dicarboxyfuran C(=O)(O)C=1OC(=CC1)C(=O)O